FC=1C=C(C=NC1N1C=NC(=C1)C1(S(CCC1)(=O)=O)C)NC(=O)C1COC2=CC(=CC=C2C1)C(F)(F)F N-(5-Fluoro-6-(4-(2-methyl-1,1-dioxidotetrahydrothiophen-2-yl)-1H-imidazol-1-yl)pyridin-3-yl)-7-(trifluoromethyl)chromane-3-carboxamide